CN(CC(=O)N1CCC(CC1)N1C(NC2=C1C=C(C(=C2)C=2C=C(C=1N(C2)N=CN1)OC)C)=O)C 1-(1-(2-(Dimethylamino)acetyl)piperidin-4-yl)-5-(8-methoxy-[1,2,4]triazolo[1,5-a]pyridin-6-yl)-6-methyl-1H-benzo[d]imidazol-2(3H)-on